C(C)(C)(C)C=1C=C(C=CC1)C1CC(C1)NC 3-(3-(tert-butyl)phenyl)-N-methylcyclobutan-1-amine